COC(=C(C)C)O[Si](C)(C)C (1-methoxy-2-methyl-prop-1-enyloxy)-trimethyl-silane